1-hydroxy-8-azaspiro[4.5]dec-2-ene-8-carboxylic acid tert-butyl ester C(C)(C)(C)OC(=O)N1CCC2(CC=CC2O)CC1